pentatriacont-17-ene CCCCCCCCCCCCCCCCC=CCCCCCCCCCCCCCCCCC